ClC=1C(=C(C=CC1Cl)NC1=NC=NC2=CC(=C(C=C12)OC1CC(C1)N(C#N)C)OC)F N-(3-((4-((3,4-dichloro-2-fluorophenyl)amino)-7-methoxyquinazolin-6-yl)oxy)cyclobutyl)-N-methylcyanamide